(S)-2-((((9H-fluoren-9-yl)methoxy)carbonyl)amino)-3-(4'-(methylcarbamoyl)-[1,1'-biphenyl]-4-yl)propanoic acid C1=CC=CC=2C3=CC=CC=C3C(C12)COC(=O)N[C@H](C(=O)O)CC1=CC=C(C=C1)C1=CC=C(C=C1)C(NC)=O